C(C1=CC=CC=C1)C1=NC(=NC(=N1)N)N 6-benzyl-1,3,5-triazine-2,4-diamine